CCC=CCC=CCC=CCCCCCCCCCC eicosa-3,6,9-triene